(14S)-8-tert-butyl-17-ethenyl-12,12-dimethyl-2λ6-thia-3,9,11,18,23-pentaazatetracyclo[17.3.1.111,14.05,10]tetracosa-1(23),5(10),6,8,19,21-hexaene-2,2,4-trione C(C)(C)(C)C=1C=CC=2C(NS(C=3C=CC=C(NC(CC[C@H]4CC(N(C2N1)C4)(C)C)C=C)N3)(=O)=O)=O